N-(3-(2'-fluoro-[1,1'-biphenyl]-4-yl)propyl)-2,3-dihydrobenzo[b][1,4]dioxine-6-carboxamide FC1=C(C=CC=C1)C1=CC=C(C=C1)CCCNC(=O)C1=CC2=C(OCCO2)C=C1